(2S,3S,4R,5R)-6-{3-hydroxy-2-[(1R,6R)-3-methyl-6-(prop-1-en-2-yl)cyclohex-2-en-1-yl]-5-(pent-4-en-1-yl)phenoxy}-5-(hydroxymethyl)oxane-2,3,4-triol OC=1C(=C(OC2[C@@H]([C@H]([C@@H]([C@H](O2)O)O)O)CO)C=C(C1)CCCC=C)[C@@H]1C=C(CC[C@H]1C(=C)C)C